1-[4-(4,4,5,5-tetramethyl-1,3,2-dioxaborolan-2-yl)-1,2,3,6-tetrahydropyridin-1-yl]ethan-1-one benzyl-(2S,4S)-2-(4-bromo-2-hydroxyphenyl)-4-ethoxypiperidine-1-carboxylate C(C1=CC=CC=C1)OC(=O)N1[C@@H](C[C@H](CC1)OCC)C1=C(C=C(C=C1)Br)O.CC1(OB(OC1(C)C)C=1CCN(CC1)C(C)=O)C